2-Trifluoroethylacrylate FC(CC(C(=O)[O-])=C)(F)F